disilyl-diethylamine [SiH3]C(CNCC)[SiH3]